oct-1,3,5-trien-2-ol C=C(C=CC=CCC)O